N-(3-(3-fluoropyridin-4-yl)propyl)-1-(7-methylthieno[3,2-d]pyrimidin-4-yl)piperidin-4-amine FC=1C=NC=CC1CCCNC1CCN(CC1)C=1C2=C(N=CN1)C(=CS2)C